OC1C(OC(C1O)CO)CO 3,4-dihydroxy-2,5-bis(hydroxymethyl)oxolan